(S)-3-(4-oxo-2-(trifluoromethyl)-5-((7-(((1R,2S,4R)-1,7,7-trimethylbicyclo[2.2.1]heptan-2-yl)amino)heptyl)amino)quinazolin-3(4H)-yl)piperidine-2,6-dione O=C1N(C(=NC2=CC=CC(=C12)NCCCCCCCN[C@@H]1[C@@]2(CC[C@H](C1)C2(C)C)C)C(F)(F)F)[C@@H]2C(NC(CC2)=O)=O